O=CC(=O)[O-] Ketoacetat